C1=CC=CC=2C3=CC=CC=C3N(C12)C1CCC(CC1)=O 4-(9H-carbazol-9-yl)cyclohexan-1-one